O=C1C=CC=C2C(=CC=CN12)N1N=CC(=C1C(F)(F)F)C(=O)OCC ethyl 1-(4-oxo-4H-quinolizin-9-yl)-5-(trifluoromethyl)-1H-pyrazole-4-carboxylate